C(C)NS(=O)(=O)C1=CC(=CC=C1)OC[C@H](CNC1COC2(C1)CCN(CC2)S(=O)(=O)C2=CC(=CC=C2)C=2C=NN(C2)CC)O N-ethyl-3-((2S)-3-(8-(3-(1-ethyl-1H-pyrazol-4-yl)phenylsulfonyl)-1-oxa-8-azaspiro[4.5]decan-3-ylamino)-2-hydroxypropoxy)benzenesulfonamide